2-chloro-5-((1R,3R)-2,2-dichloro-3-(4-fluoro-3-(trifluoromethyl)phenyl)cyclopropane-1-carboxamido)-N-(2-fluoro-4-(2-(methylthio)acetamido)phenyl)benzamide ClC1=C(C(=O)NC2=C(C=C(C=C2)NC(CSC)=O)F)C=C(C=C1)NC(=O)[C@@H]1C([C@H]1C1=CC(=C(C=C1)F)C(F)(F)F)(Cl)Cl